6-(4-(tert-butyl)pyridin-2-yl)-1,2,3,5-tetrahydrocyclopenta[b]carbazole-7-ol C(C)(C)(C)C1=CC(=NC=C1)C1=C(C=CC=2C=3C=C4C(=CC3NC12)CCC4)O